FC1=C(CN2C(C3=CC=C(C=C3CC2)OC2=C(C=C(C=C2Cl)[N+](=O)[O-])Cl)=O)C=CC=C1 (2-Fluorobenzyl)-6-(2,6-dichloro-4-nitrophenoxy)-3,4-dihydroisoquinolin-1(2H)-one